(S)-2-(4-((1,3-Dimethoxypropan-2-yl)oxy)-8-fluoro-5-((1,1,1-trifluoropropan-2-yl)oxy)pyrido[3,4-d]pyridazin-7-yl)-4-ethyl-5-(hydroxymethyl)-2,4-dihydro-3H-1,2,4-triazol-3-one COCC(COC)OC=1N=NC=C2C1C(=NC(=C2F)N2N=C(N(C2=O)CC)CO)O[C@H](C(F)(F)F)C